ClC1=C(C=CC=C1C1=C(C(=CC=C1)C1=NC(=C(C=C1)CNC[C@H]1NC(CC1)=O)OC)Cl)C1=CC(=C(C=C1)CNC[C@@H]1CCC(N1)=O)CCC1=CC=CC=C1 (S)-5-((((2',2''-dichloro-3''-(6-methoxy-5-(((((S)-5-oxopyrrolidin-2-yl)methyl)amino)methyl)pyridin-2-yl)-3-phenethyl-[1,1':3',1''-terphenyl]-4-yl)methyl)amino)methyl)pyrrolidin-2-one